2-chloro-4-(3-nitrothiophen-2-yl)thiazole ClC=1SC=C(N1)C=1SC=CC1[N+](=O)[O-]